p-chlorophenylalanine methyl ester COC([C@@H](N)CC1=CC=C(C=C1)Cl)=O